COC1=CC=CC2=C1N=C(OC2=O)C 8-methoxy-2-methyl-4H-benzo[d][1,3]oxazin-4-one